C1(CCCCC1)[C@@H](C(NC1=CC=C2C(=C1)NC(C21CCOCC1)=O)=O)NC(=O)C1=NN2C(C=CC=C2)=C1 N-{(1S)-1-Cyclohexyl-2-oxo-2-[(2-oxospiro[1H-indole-3,4'-oxane]-6-yl)amino]ethyl}-pyrazolo[1,5-a]pyridine-2-carboxamide